NC(COC1CN(C1)C(=O)OCC1=CC=CC=C1)C(=O)N benzyl 3-(2,3-diamino-3-oxo-propoxy)azetidine-1-carboxylate